3-(pyrrolidine-1-carbonyl)piperidine-1-carboxylate N1(CCCC1)C(=O)C1CN(CCC1)C(=O)[O-]